(R)-N'-((3,3-dimethyl-1,2,3,5,6,7-hexahydrodicyclopenta[b,e]pyridin-8-yl)carbamoyl)-6-(2-hydroxypropan-2-yl)pyridine-3-sulfonimidamide CC1(CCC=2C1=NC1=C(C2NC(=O)N=[S@](=O)(N)C=2C=NC(=CC2)C(C)(C)O)CCC1)C